Methylcyclopentadienyltris(diethylamino)hafnium CC1(C=CC=C1)[Hf](N(CC)CC)(N(CC)CC)N(CC)CC